benzyl (3R)-4-cyclopropyl-3-methyl-5-oxopiperazine-1-carboxylate C1(CC1)N1[C@@H](CN(CC1=O)C(=O)OCC1=CC=CC=C1)C